2-((4-(7-((1-((4-aminophenyl)sulfonyl)piperidin-4-yl)methyl)-2,7-Diazaspiro[3.5]nonan-2-yl)pyrimidin-5-yl)oxy)-5-fluoro-N,N-diisopropylbenzamide NC1=CC=C(C=C1)S(=O)(=O)N1CCC(CC1)CN1CCC2(CN(C2)C2=NC=NC=C2OC2=C(C(=O)N(C(C)C)C(C)C)C=C(C=C2)F)CC1